2-([1,4]Dioxan-2-ylmethoxy)-6,7-dihydro-pyrimido[6,1-a]isoquinolin-4-one O1C(COCC1)COC1=NC(N2C(C3=CC=CC=C3CC2)=C1)=O